(R)-2-(2-methoxy-3-(methyl(2-methyl-4-((1-(3-nitro-5-(trifluoromethyl)phenyl)ethyl)amino)quinazolin-6-yl)amino)phenyl)-N,N-dimethylacetamide COC1=C(C=CC=C1N(C=1C=C2C(=NC(=NC2=CC1)C)N[C@H](C)C1=CC(=CC(=C1)C(F)(F)F)[N+](=O)[O-])C)CC(=O)N(C)C